C1(=CC=CC=C1)C(C(=O)O)CCN 2-phenyl-γ-aminobutyric acid